(cyclopentadienyl)dimethyl-triisopropylsilylmethyl-platinum C1(C=CC=C1)[Pt](C[Si](C(C)C)(C(C)C)C(C)C)(C)C